ClC1=CC=C(C=C1)N1C(C(=CC2=C1N=C(N=C2)OCC)C2=CC1=CN(N=C1C=C2)C)=O 8-(4-chlorophenyl)-2-ethoxy-6-(2-methyl-2H-indazol-5-yl)pyrido[2,3-d]pyrimidin-7(8H)-one